COC1C(CCCC1)NC1C(CCCC1)OC N,N-di(2-methoxy-cyclohexyl)amine